ClC1=NC=C(C(=C1)N1C=C(C=C1)C(=O)OC)C methyl 1-(2-chloro-5-methylpyridin-4-yl)-1H-pyrrole-3-carboxylate